CC1=CC(OC2=C3C(=CC=C12)OC(=C3C3=CC=CC=C3)C(C(=O)O)(C)CC3=CC=CC=C3)=O (4-methyl-2-oxo-9-phenyl-2H-furo[2,3-h]chromen-8-yl)(phenyl)methylpropionic acid